(S)-3-(8-(4,5-dichloro-2-methoxyphenyl)quinolin-5-yl)-2-(2,6-difluorobenzoylamino)propionic acid ClC1=CC(=C(C=C1Cl)C=1C=CC(=C2C=CC=NC12)C[C@@H](C(=O)O)NC(C1=C(C=CC=C1F)F)=O)OC